8-benzyl-8-azabicyclo[3.2.1]octane-3-carboxylic acid hydrochloride Cl.C(C1=CC=CC=C1)N1C2CC(CC1CC2)C(=O)O